3-(pyrrolidin-1-yl)propan N1(CCCC1)CCC